C(C)(C)I isopropyl iodide